FC(C1=C(COC2=C(C=C(C=C2)\C=C(\C(=O)OCC)/F)OC)C=CC(=C1)C(F)(F)F)(F)F ethyl (Z)-3-(4-((2,4-bis(trifluoromethyl) benzyl) oxy)-3-methoxyphenyl)-2-fluoroacrylate